N1(CCC1)C1=C(C=C(C=N1)CN1N=CC(=C1)N)F 1-((6-(Azetidin-1-yl)-5-fluoropyridin-3-yl)methyl)-1H-pyrazol-4-amine